(3S)-3-(2-(5-(2-(azetidin-1-yl)ethyl)-2-oxo-4-(trifluoromethyl)pyridin-1(2H)-yl)-4-methylpentanamido)-3-(5-chloro-4-fluoro-2',6'-dimethyl-[1,1'-biphenyl]-3-yl)propanoic acid N1(CCC1)CCC=1C(=CC(N(C1)C(C(=O)N[C@@H](CC(=O)O)C=1C=C(C=C(C1F)Cl)C1=C(C=CC=C1C)C)CC(C)C)=O)C(F)(F)F